tert-butyl 3-[(E)-2-(2-chloropyrimidin-5-yl)vinyloxy]propanoate ClC1=NC=C(C=N1)/C=C/OCCC(=O)OC(C)(C)C